CC1(CN(C1)CC(F)(F)F)C(=O)N1CCC(CC1)C=1C(=NC=CC1)C(F)(F)F [3-Methyl-1-(2,2,2-trifluoroethyl)azetidin-3-yl]{4-[2-(trifluoromethyl)pyridin-3-yl]piperidin-1-yl}methanone